C1(CC1)[C@H]1C[C@H](N(CC1)CC1=C2C=CN(C2=C(C=C1CC=O)C)C(=O)OC(C)(C)C)C1=CC=C(C=C1)C(=O)OC tert-butyl 4-(((2S,4R)-4-cyclopropyl-2-(4-(methoxycarbonyl)phenyl)piperidin-1-yl)methyl)-7-methyl-5-(2-oxoethyl)-1H-indole-1-carboxylate